C1(=CC=CC=C1)C1=C(C=C(C(=C1)O)O)C=1NC=CN1 2-phenyl-4,5-dihydroxyphenylimidazole